C(C)(C)(C)OC(=O)N1CC2(CC2C1)C1=NC=C(C=C1)Br 1-(5-bromopyridin-2-yl)-3-azabicyclo[3.1.0]Hexane-3-carboxylic acid tert-butyl ester